(4S,5R)-2-(4-nitrophenoxy)-4,5-diphenyl-1,3,2-oxathiaphospholane 2-sulfide [N+](=O)([O-])C1=CC=C(OP2(O[C@@H]([C@@H](S2)C2=CC=CC=C2)C2=CC=CC=C2)=S)C=C1